2-(Dimethoxyphosphoryl)-6-methylhept-5-enoic acid tert-butyl ester C(C)(C)(C)OC(C(CCC=C(C)C)P(=O)(OC)OC)=O